FC1=C(C(=CC(=C1)F)[N+](=O)[O-])F 1,2,5-trifluoro-3-nitrobenzene